(R)-3-Acetaminopyrrolidine-1-carboxylic acid tert-butyl ester C(C)(C)(C)OC(=O)N1C[C@@H](CC1)NC(=O)C